IC=1C=CC2=C(NC(=N2)C=O)C1 6-IODO-1H-BENZOIMIDAZOLE-2-CARBALDEHYDE